tert-Butyl (2S)-2-(cyanomethyl)-4-(2'-(((S)-pyrrolidin-2-yl)methoxy)-3,4,5',8'-tetrahydro-2H,6'H-spiro[naphthalene-1,7'-quinazolin]-4'-yl)piperazine-1-carboxylate C(#N)C[C@@H]1N(CCN(C1)C1=NC(=NC=2CC3(CCC12)CCCC1=CC=CC=C13)OC[C@H]1NCCC1)C(=O)OC(C)(C)C